ClC1=NC=C(C(=N1)Cl)COCCF 2,4-dichloro-5-[(2-fluoroethoxy)methyl]pyrimidine